2-ethylhexyl-succinic acid sodium [Na].C(C)C(CC(C(=O)O)CC(=O)O)CCCC